4-bromo-1h-pyrazolo[3,4-c]pyridine BrC1=C2C(=CN=C1)NN=C2